undec-10-en-1-ol C(CCCCCCCCC=C)O